4-[2-(2-aminoethoxy)ethylamino]-2-(2,6-dioxo-3-piperidyl)isoindoline-1,3-dione hydrochloride Cl.NCCOCCNC1=C2C(N(C(C2=CC=C1)=O)C1C(NC(CC1)=O)=O)=O